NC=1C=C2C=CC(=CC2=CC1N)C(=O)O 6,7-diamino-2-naphthoic acid